Tert-butyl N-[5-[[2-[(2R,4S)-4-Cyano-2-phenyl-1-piperidyl]-2-oxo-acetyl]amino]-3-methyl-2-pyridyl]carbamate C(#N)[C@@H]1C[C@@H](N(CC1)C(C(=O)NC=1C=C(C(=NC1)NC(OC(C)(C)C)=O)C)=O)C1=CC=CC=C1